ClC1=C(OCC(=O)N2CC(C2)NC(C2=C(C(=C(C(=C2S(=O)(=O)C)F)F)F)F)=O)C=CC(=C1)Cl N-(1-(2-(2,4-dichlorophenoxy)acetyl)azetidin-3-yl)-2,3,4,5-tetrafluoro-6-(methylsulfonyl)benzamide